ethyl 4-(4-((1H-indol-3-yl)(phenyl)methyl)-5-phenyl-1H-1,2,3-triazol-1-yl)benzoate N1C=C(C2=CC=CC=C12)C(C=1N=NN(C1C1=CC=CC=C1)C1=CC=C(C(=O)OCC)C=C1)C1=CC=CC=C1